3-(1-propionylindol-5-yl)propiolic acid C(CC)(=O)N1C=CC2=CC(=CC=C12)C#CC(=O)O